(2R,3S,4R,5R)-N-(3-carbamoyl-4-fluorophenyl)-3-(2-(difluoromethoxy)-3,4-difluorophenyl)-4,5-dimethyl-5-(trifluoromethyl)tetrahydrofuran-2-carboxamide C(N)(=O)C=1C=C(C=CC1F)NC(=O)[C@@H]1O[C@]([C@@H]([C@H]1C1=C(C(=C(C=C1)F)F)OC(F)F)C)(C(F)(F)F)C